N,N-dimethyl-2-nonylheneicosane-12,15-dien-1-amine CN(CC(CCCCCCCCCC=CCC=CCCCCC)CCCCCCCCC)C